NCC(C=1SC=C(N1)CO)N1C(=CC=C1C1=CC(=NC=C1)OC)C(=O)N (2-amino-1-(4-(hydroxymethyl)thiazol-2-yl)ethyl)-5-(2-methoxypyridin-4-yl)-1H-pyrrole-2-carboxamide